bis(2-(5-chloro-1H-indol-3-yl)ethan-1-aminium) 2-hydroxybutanedioate OC(C(=O)[O-])CC(=O)[O-].ClC=1C=C2C(=CNC2=CC1)CC[NH3+].ClC=1C=C2C(=CNC2=CC1)CC[NH3+]